ClC=1C=CC(=NC1)OCC1=NN=C(S1)NC(C1=CN=C(C=C1C1=C(C=CC(=C1)C#N)OC)C)=O N-(5-(((5-Chloropyridin-2-yl)oxy)methyl)-1,3,4-thiadiazol-2-yl)-4-(5-cyano-2-methoxyphenyl)-6-methylnicotinamide